C1(CC1)C=1C(=CN2N=C(N=C(C21)NC2=NC=CC(=C2)OC)C=2N(C=CN2)C)C2=NN(C=C2)C 5-Cyclopropyl-N-(4-methoxypyridin-2-yl)-2-(1-methyl-1H-imidazol-2-yl)-6-(1-methyl-1H-pyrazol-3-yl)pyrrolo[2,1-f][1,2,4]triazin-4-amine